tert-butyl 3-(pyridin-4-ylmethoxy)-1H-pyrazole-1-carboxylate N1=CC=C(C=C1)COC1=NN(C=C1)C(=O)OC(C)(C)C